C(C=C)C1=C(O)C(=C(C(=C1O)CC=C)O)CC=C 2,4,6-triallyl-phloroglucinol